methyl 2-((2-acetyl-4-fluorophenyl) amino)-5-fluoro-4-(trifluoromethyl)-benzoate C(C)(=O)C1=C(C=CC(=C1)F)NC1=C(C(=O)OC)C=C(C(=C1)C(F)(F)F)F